O=C1C=CNC=2C=CN=C(C12)C(=O)N 4-oxo-1H-1,6-naphthyridine-5-carboxamide